(Z)-N-(3-(4-(4-((2,6-dioxopiperidin-3-yl)oxy)-2-fluorophenyl)piperazin-1-yl)propyl)-6-(5-fluoro-2-oxoindolin-3-ylidene)-2-methyl-1,4,5,6-tetrahydrocyclopenta[b]pyrrole-3-carboxamide O=C1NC(CCC1OC1=CC(=C(C=C1)N1CCN(CC1)CCCNC(=O)C=1C2=C(NC1C)\C(\CC2)=C\2/C(NC1=CC=C(C=C21)F)=O)F)=O